2-(((1R)-1-(2-cyano-3-(hexahydro-3,5-methanocyclopenta[b]pyrrol-1(2H)-yl)-7-methylquinoxalin-5-yl)-ethyl)amino)benzoic acid C(#N)C1=NC2=CC(=CC(=C2N=C1N1C2C3C(C1)CC(C3)C2)[C@@H](C)NC2=C(C(=O)O)C=CC=C2)C